C1(=CC=CC=C1)[C@@H](C)NC(=O)N ((R)-1-phenylethyl)urea